ClC1=CC=C(C=C1)C1=C(C=CC=C1)CN1C(CN(CC1C)CC=1C=C2CN(C(C2=CC1)=O)C1C(NC(CC1)=O)=O)C 3-(5-((4-((4'-chloro-[1,1'-biphenyl]-2-yl)methyl)-3,5-dimethylpiperazin-1-yl)methyl)-1-oxoisoindolin-2-yl)piperidine-2,6-dione